NC1=C2N(C(N(C2=NC=N1)C1CCN(CC1)C1CCN(CC1)C1CN(C1)C1=CC=C2C(=NN(C2=C1)C)N1C(NC(CC1)=O)=O)=O)C1=CC=C(C=C1)OC1=CC=CC=C1 1-[6-(3-{4-[6-amino-8-oxo-7-(4-phenoxyphenyl)purin-9-yl]-[1,4'-bipiperidin]-1'-yl}azetidin-1-yl)-1-methylindazol-3-yl]-1,3-diazinane-2,4-dione